N-benzyl-3,4,5-trimethylaniline C(C1=CC=CC=C1)NC1=CC(=C(C(=C1)C)C)C